(S)-1-(2-((S)-3-((6,7-Dimethoxychinolin-4-yl)oxy)pyrrolidin-1-yl)acetyl)pyrrolidin-2-carbonitril COC=1C=C2C(=CC=NC2=CC1OC)O[C@@H]1CN(CC1)CC(=O)N1[C@@H](CCC1)C#N